(S)-amino-6-boronohexanoic Acid N[C@H](C(=O)O)CCCCB(O)O